S1C(=NC2=C1C=CC=C2)CCNCC2=CC(=NC=C2)C=2C=C1CN(C(C1=CC2)=O)C2C(NC(CC2)=O)=O 3-(5-(4-(((2-(benzo[d]thiazol-2-yl)ethyl)amino)methyl)pyridin-2-yl)-1-oxoisoindolin-2-yl)piperidine-2,6-dione